ClC=1C=C(C=CC1F)NC(N(C)CC1=CN=C(C2=CC=CC=C12)Cl)=O 3-(3-chloro-4-fluorophenyl)-1-((1-chloroisoquinolin-4-yl)methyl)-1-methyl-urea